OC(C(=O)[O-])S(=O)O.[Na+].[Na+].OC(C(=O)[O-])S(=O)O disodium 2-hydroxy-2-sulfinoacetate